piperazin-2-yl-acetonitrile N1C(CNCC1)CC#N